Tert-butyl 4-[3-(2,6-dibenzyloxy-3-pyridyl)-1-methyl-indazol-6-yl]-3-hydroxy-piperidine-1-carboxylate C(C1=CC=CC=C1)OC1=NC(=CC=C1C1=NN(C2=CC(=CC=C12)C1C(CN(CC1)C(=O)OC(C)(C)C)O)C)OCC1=CC=CC=C1